N1CCC(CC1)OC[C@H]1[C@H]([C@@H]2[C@H](N1C(=O)OC)CCC2)NC(C(F)(F)F)=O methyl (2R,3S,3aR,6aR)-2-((piperidin-4-yloxy)methyl)-3-(2,2,2-trifluoroacetamido)hexahydrocyclopenta[b]pyrrole-1(2H)-carboxylate